3-isopropyl-5-(pyridin-3-yl)-1H-indole C(C)(C)C1=CNC2=CC=C(C=C12)C=1C=NC=CC1